4-Ethynyl-4-methyl-piperidine-1-sulfonic acid methylamide CNS(=O)(=O)N1CCC(CC1)(C)C#C